2-(4-bromophenyl)-2-methylpropane-1,3-diol BrC1=CC=C(C=C1)C(CO)(CO)C